(2-(benzo[c][1,2,5]oxadiazol-5-ylmethoxy)-4-((2-bromo-[1,1'-biphenyl]-3-yl)methoxy)-5-nitrobenzyl)-D-serine ethyl ester hydrochloride Cl.C(C)OC([C@H](NCC1=C(C=C(C(=C1)[N+](=O)[O-])OCC=1C(=C(C=CC1)C1=CC=CC=C1)Br)OCC1=CC=2C(=NON2)C=C1)CO)=O